6-(1-(cyclobutylmethyl)-4-(4-fluorophenyl)-1H-imidazol-5-yl)imidazo[1,2-a]pyridine-3-carbonitrile C1(CCC1)CN1C=NC(=C1C=1C=CC=2N(C1)C(=CN2)C#N)C2=CC=C(C=C2)F